N1C=CC2=CC(=CC=C12)NC1=CC=CC(=N1)S(=O)(=O)NC(=O)C=1C(=NC=CC1)N1C(CC(C1)C)(C)C N-[[6-(1H-Indol-5-ylamino)-2-pyridyl]sulfonyl]-2-(2,2,4-trimethylpyrrolidin-1-yl)pyridin-3-carboxamid